(4-methoxyphenyl)sulfonyl-4-(4-methyl-1,4-diazepan-1-yl)quinoline-6-carboxamide COC1=CC=C(C=C1)S(=O)(=O)C1=NC2=CC=C(C=C2C(=C1)N1CCN(CCC1)C)C(=O)N